BrC1=CC=C(C(=N1)C)C1OCCC(C1)=O 2-(6-bromo-2-methylpyridin-3-yl)tetrahydro-4H-pyran-4-one